P(=O)([O-])(F)F.C[SH+]SC methyl-(methylthio)sulfonium difluorophosphate